(R)-7-chloro-N-(3-((3-(dimethylamino)pyrrolidin-1-yl)methyl)-2-fluoro-5-(trifluoromethyl)phenyl)-1-methyl-6-(pyrazolo[1,5-a]pyrazin-3-yloxy)-1H-imidazo[4,5-b]pyridin-2-amine ClC1=C2C(=NC=C1OC=1C=NN3C1C=NC=C3)N=C(N2C)NC2=C(C(=CC(=C2)C(F)(F)F)CN2C[C@@H](CC2)N(C)C)F